C(C)N(CC)CC=1C=CC(=C(C1)NC(C1=CC(=C(C=C1)NC1=NC=C(C(=N1)C1=CC=C(C=C1)F)SC)F)=O)C N-(5-diethylaminomethyl-2-methyl-phenyl)-3-fluoro-4-[4-(4-fluoro-phenyl)-5-methylsulfanyl-pyrimidin-2-ylamino]-benzamide